FC=1C=C(OC2=C(C=C3CCN[C@](C3=C2)(C)CC(=O)NC=2SC=CN2)OC)C=CC1 (R)-2-(7-(3-fluorophenoxy)-6-methoxy-1-methyl-1,2,3,4-tetrahydroisoquinolin-1-yl)-N-(thiazol-2-yl)acetamide